6,6-diethyl-octanoic acid C(C)C(CCCCC(=O)O)(CC)CC